8-((3S,5S)-4-(tert-Butoxycarbonyl)-3,5-dimethylpiperazin-1-yl)-6-(N-(1-methylcyclopropyl)sulfamoyl)imidazo[1,2-a]pyridine-3-carboxylic acid C(C)(C)(C)OC(=O)N1[C@H](CN(C[C@@H]1C)C=1C=2N(C=C(C1)S(NC1(CC1)C)(=O)=O)C(=CN2)C(=O)O)C